CC(C)N1C2=NC(=NC(=C2N=C1)NCCCC=1C=NNC1)C=1C=NC=CC1 9-(propan-2-yl)-N-[3-(1H-pyrazol-4-yl)propyl]-2-(pyridin-3-yl)-9H-purin-6-amine